N1(CCCCC1)CCC(=O)NCC1=CC(=NC=C1)NC=1SC2=C(N1)C=CC(=C2)C2=CC=NC=C2 3-(piperidin-1-yl)-N-((2-((6-(pyridin-4-yl)benzo[d]thiazol-2-yl)amino)pyridin-4-yl)methyl)propanamide